C1(=CC=CC=C1)C(O)C(CO)(COCC(CO)(CO)CO)CO phenyldipentaerythritol